(S)-3-(quinolin-3-ylcarbamoyl)pyrrolidine-1-carboxylic acid tert-butyl ester C(C)(C)(C)OC(=O)N1C[C@H](CC1)C(NC=1C=NC2=CC=CC=C2C1)=O